C(CCCCCCC)OC1=CSC=C1 3-n-octyloxythiophene